2-{5-[(1s,3s)-3-(trifluoromethoxy)cyclobutyl]-1,3,4-oxadiazol-2-yl}piperidine-1-carboxylic acid tert-butyl ester C(C)(C)(C)OC(=O)N1C(CCCC1)C=1OC(=NN1)C1CC(C1)OC(F)(F)F